methyl 2-(4-((7,9-difluoro-5H-pyrido[3,2-b]indol-5-yl)methyl)phenyl)acetate FC=1C=C(C=2C3=C(N(C2C1)CC1=CC=C(C=C1)CC(=O)OC)C=CC=N3)F